(2R)-2-(6-{5-chloro-2-[(1H-pyrazol-4-yl)amino]pyrimidin-4-yl}-1-oxo-2,3-dihydro-1H-isoindol-2-yl)-N-[(1R)-1-(3-methoxyphenyl)ethyl]propionamide ClC=1C(=NC(=NC1)NC=1C=NNC1)C1=CC=C2CN(C(C2=C1)=O)[C@@H](C(=O)N[C@H](C)C1=CC(=CC=C1)OC)C